(4-(2-fluoro-4-nitrophenyl)-1-((2-(trimethylsilyl)ethoxy)methyl)-1H-pyrazol-3-yl)methanol FC1=C(C=CC(=C1)[N+](=O)[O-])C=1C(=NN(C1)COCC[Si](C)(C)C)CO